OC1=C(N(C=CC1=C=O)NC(\C=C\C1=CC=C(C=C1)C(F)(F)F)=O)C (trans)-N-(3-hydroxy-2-methyl-4-carbonylpyridin-1(4H)-yl)-3-(4-(trifluoromethyl)phenyl)acrylamide